ClC=1C=C(C=C2C=CC=NC12)C=1N=C(C=NC1C1=NN(C=C1)C)OCCN1CCCC1 5-(8-chloroquinolin-6-yl)-6-(1-methyl-1H-pyrazol-3-yl)-3-(2-(pyrrolidin-1-yl)ethoxy)pyrazin